N-[5-[4-[(4,4-difluorocyclohexyl)carbamoyl]-3-fluorophenyl]-4-fluoro-2-[rac-(3R,5S)-3,4,5-trimethylpiperazin-1-yl]phenyl]-6-oxo-4-(trifluoromethyl)-1H-pyridine-3-carboxamide FC1(CCC(CC1)NC(=O)C1=C(C=C(C=C1)C=1C(=CC(=C(C1)NC(=O)C1=CNC(C=C1C(F)(F)F)=O)N1C[C@H](N([C@H](C1)C)C)C)F)F)F |r|